BrC1=CC=C2C(CC(C2=C1)=O)(C)C 6-bromo-3,3-dimethyl-2,3-dihydro-1H-inden-1-one